5'-(pyridin-3-yl)-[1,1':4',1''-terphenyl]-2'-ol N1=CC(=CC=C1)C1=C(C=C(C(=C1)C1=CC=CC=C1)O)C1=CC=CC=C1